BrC1=CC=C(C=C1)C(C=1C(=NN(C1O)C=1SC=C(N1)C1=CC(=CC=C1)O)C)C=1C(=NN(C1O)C=1SC=C(N1)C1=CC(=CC=C1)O)C 4,4'-(4-bromophenyl)methylenebis(1-(4-(3-hydroxyphenyl)thiazol-2-yl)-3-methyl-1H-pyrazol-5-ol)